FC1=CC=2N=C3OC[C@@H]4COCCN4C3=NC2C(=C1)[C@@H](C)N[S@](=O)C(C)(C)C (R)-N-[(1R)-1-[(7S)-14-fluoro-5,9-dioxa-2,11,18-triazatetracyclo[8.8.0.02,7.012,17]octadeca-1(18),10,12(17),13,15-pentaen-16-yl]ethyl]-2-methyl-propane-2-sulfinamide